5-[4-[[(4,6-dimethyl-2-pyridinyl)amino]methyl]-2-fluoro-6-hydroxy-phenyl]-1,1-dioxo-1,2,5-thiadiazolidin-3-one CC1=CC(=NC(=C1)C)NCC1=CC(=C(C(=C1)O)N1CC(NS1(=O)=O)=O)F